N-((1S)-1-(4-((1,1-Dimethyl-2,3-dihydro-1H-inden-2-yl)amino)phenyl)-2,2,2-trifluoroethyl)-N-methyl-2-(2-oxopyrrolidin-1-yl)acetamide CC1(C(CC2=CC=CC=C12)NC1=CC=C(C=C1)[C@@H](C(F)(F)F)N(C(CN1C(CCC1)=O)=O)C)C